COC(C1=CC(=C(C=C1)C(F)(F)F)N[C@@H](C)C1CC(C1)NS(=O)(=O)C1=C(C=CC=C1)[N+](=O)[O-])=O 3-{[(1S)-1-{(1S,3R)-3-[(2-nitrobenzene-1-sulfonyl)amino]cyclobutyl}ethyl]amino}-4-(trifluoromethyl)benzoic acid methyl ester